5-[[2-[(2R,5R)-2-cyclohexyl-5-methyl-1-piperidyl]-2-oxo-acetyl]amino]-2-methoxy-pyridine-3-carboxamide C1(CCCCC1)[C@@H]1N(C[C@@H](CC1)C)C(C(=O)NC=1C=C(C(=NC1)OC)C(=O)N)=O